N-(tert-butoxycarbonyl)-N-(methyl-d3)glycine C(C)(C)(C)OC(=O)N(CC(=O)O)C([2H])([2H])[2H]